N-(3-sulfamoyl-phenyl)-2-[4-(tri-fluoromethoxy)-phenoxy]-5-(tri-fluoromethyl)-pyridine S(N)(=O)(=O)C=1C=C(C=CC1)N1C(C=CC(=C1)C(F)(F)F)OC1=CC=C(C=C1)OC(F)(F)F